C(C1=CC=CC=C1)OC=1C=C2CCNC(C2=CC1OC)\C=C\C1=C(C=C(C=C1)C=1C=NC(=CC1)OC)C 6-(benzyloxy)-7-methoxy-1-{(E)-2-[4-(6-methoxypyridin-3-yl)-2-methylphenyl]ethenyl}-1,2,3,4-tetrahydroisoquinoline